ClC1=NC(=C2N=CN(C2=N1)[C@@H]1SC[C@H]([C@H]1O)O)N[C@@H]1CCC2=CC(=CC=C12)OC (2R,3R,4S)-2-[2-chloro-6-[[(1R)-5-methoxyindan-1-yl]amino]purin-9-yl]tetrahydrothiophene-3,4-diol